COCCN(C(=O)NC=1C=NC2=CC=CC=C2C1)CC1=NC=CC=C1 1-(2-methoxyethyl)-1-(pyridin-2-ylmethyl)-3-quinolin-3-ylurea